ClC=1C(=NC(=CC1)C1=C(C=C(C=C1)C(F)(F)F)Cl)C(=O)OCC1=CC=NC=C1 Pyridin-4-ylmethyl 3-chloro-6-(2-chloro-4-(trifluoromethyl) phenyl)picolinate